C(CCCCCCCCC)OCC1=CC=C(C=O)O1 5-(decoxymethyl)furfural